ClC1=C(C=C(C=C1)N1N=C(N=C1CNC(NCC1=NC=NN1C1=CC=C2C=C(C=NC2=C1)F)=O)C)F 3-{[1-(4-chloro-3-fluorophenyl)-3-methyl-1H-1,2,4-triazol-5-yl]methyl}-1-{[1-(3-fluoroquinolin-7-yl)-1H-1,2,4-triazol-5-yl]methyl}urea